C(C=C)(=O)CCS(=O)(=O)O acryloylethylsulfonic acid